2,2-Difluoro-N-[rac-(2R,3S)-1-[1-[(1-methyl-6-oxo-3-pyridyl)methyl]indazol-5-yl]-5-oxo-2-phenyl-pyrrolidin-3-yl]propanamid FC(C(=O)N[C@@H]1[C@H](N(C(C1)=O)C=1C=C2C=NN(C2=CC1)CC1=CN(C(C=C1)=O)C)C1=CC=CC=C1)(C)F |r|